ClC=1C=C(C=CC1Cl)C=1N=C(SC1SC(C)C)N1N=C(C(=C1C(=O)O)C1=CC(=CC(=C1)C)OC(C)C)C 1-(4-(3,4-dichlorophenyl)-5-(isopropylthio)thiazol-2-yl)-4-(3-isopropoxy-5-methylphenyl)-3-methyl-1H-pyrazole-5-carboxylic acid